C(CCC)N(P(O)(O)=O)CC.FC1=C(C=C2C=CN(C(C2=C1)=O)CCC[C@H](C)NC=1C=NNC(C1C(F)(F)F)=O)C1=NC=C(C=C1)F 7-fluoro-6-(5-fluoro-2-pyridinyl)-2-[(4S)-4-[[6-oxo-5-(trifluoromethyl)-1H-pyridazin-4-yl]amino]pentyl]isoquinolin-1-one butyl-ethyl-phosphoramidate